1,4-bisaminomethyl-(cyclohexane) NCC1CCC(CC1)CN